N-(2,2-dimethylcyclohexyl)-2-(1H-imidazol-1-yl)isonicotinamide CC1(C(CCCC1)NC(C1=CC(=NC=C1)N1C=NC=C1)=O)C